C(C)(C)(C)OC(=O)N[C@H](C(=O)OC)C1=CC=C(C=C1)O Methyl (S)-2-((tert-butoxycarbonyl)amino)-2-(4-hydroxyphenyl)acetate